2-bromo-8-(2-methoxypropan-2-yl)imidazo[1,2-b]pyridazine-7-carboxylic acid methyl ester COC(=O)C1=C(C=2N(N=C1)C=C(N2)Br)C(C)(C)OC